BrC=1C=CC2=C(N=C(O2)C=2C=NC=CC2)C1 5-bromo-2-(3-pyridinyl)-1,3-benzoxazole